C(C1=CC=CC=C1)NC(N(C1=CC=C(C=C1)NCCOC)[C@@H]1CC[C@H](CC1)NC1=NC=C(C=C1)C#N)=O 3-benzyl-1-(trans-4-((5-cyanopyridin-2-yl)amino)cyclohexyl)-1-(4-((2-methoxyethyl)amino)-phenyl)urea